BrC1=CC=C2CCCS(C2=C1)(=O)=O 7-Bromothiochroman 1,1-dioxide